Cl.CC1=C(C=CC=C1C1=NN=C(S1)C=1C=C(CNCC(=O)O)C=CC1)C1=CC=CC=C1 (3-(5-(2-methyl-[1,1'-biphenyl]-3-yl)-1,3,4-thiadiazol-2-yl)benzyl)glycine hydrochloride